BrC=1C=C(C(=NC1)C(=O)NC1=NC(=NC(=C1)C)N1CCC(CC1)(F)F)N1CCC2(CC2)CC1 5-Bromo-N-(2-(4,4-difluoropiperidin-1-yl)-6-methylpyrimidin-4-yl)-3-(6-azaspiro[2.5]octan-6-yl)picolinamide